C(C1=CC=CC=C1)C=1SC2=C(C1)C=C(C=C2)C(C)(F)P(=O)(OCC)OCC benzyl-5-[1-(diethoxyphosphoryl)-1-fluoroethyl]-1-benzothiophene